[2H]C1=CC(=CC(=N1)C(=O)N)NC(=O)[C@H]1O[C@]([C@@H]([C@@H]1C1=C(C(=C(C=C1)F)F)OC)C)(C(F)(F)F)C 6-Deuterio-4-[[(2S,3R,4R,5R)-3-(3,4-difluoro-2-methoxyphenyl)-4,5-dimethyl-5-(trifluoromethyl)tetrahydrofuran-2-carbonyl]amino]pyridin-2-carboxamid